C1=CC=C2C(=C1)N=NN2O.O N-hydroxybenzotriazole hydrate